C(C(=C)C)(=O)OCCNC(C(C(=O)N)=C1C2=CC=CC=C2SC=2C=CC=CC12)=O 2-(3-amino-3-oxo-2-(9H-thioxanthen-9-ylidene)propanamido)ethyl methacrylate